6-(4-amino-4-methylpiperidin-1-yl)-3-(2,3-dichlorophenyl)-2,5-dimethyl-3,4-dihydropyrimidin-4-one NC1(CCN(CC1)C1=C(C(N(C(=N1)C)C1=C(C(=CC=C1)Cl)Cl)=O)C)C